ClC=1C=CC=C2C=C(NC12)C(=O)N[C@H](C(=O)N[C@@H](C[C@H]1C(NCC1)=O)C#N)CC1CC1 7-chloro-N-[(1S)-2-[[(1S)-1-cyano-2-[(3S)-2-oxopyrrolidin-3-yl]ethyl]amino]-1-(cyclopropylmethyl)-2-oxo-ethyl]-1H-indole-2-carboxamide